dibenzo(e,ghi)pyrene C1=CC=C2C3=C(C45CC=C(C6=CC=C1C2=C46)C=C5)C=CC=C3